BrC1=C(C=C(C(=O)N2CC=3N(CC2)C(N(C3C(=O)NCC3=C(C=C(C=C3)OC)F)C3=CC=C(C=C3)OC(C)C)=O)C=C1)Cl 7-(4-bromo-3-chloro-benzoyl)-N-[(2-fluoro-4-methoxy-phenyl)methyl]-2-(4-isopropoxyphenyl)-3-oxo-6,8-dihydro-5H-imidazo[1,5-a]pyrazine-1-carboxamide